3,4-difluoro-5-(4,4,5,5-tetramethyl-1,3,2-dioxaborolan-2-yl)aniline FC=1C=C(N)C=C(C1F)B1OC(C(O1)(C)C)(C)C